N-[4-(1-{[4-(1H-pyrazol-1-yl)phenyl]carbonyl}piperidin-4-yl)butyl]-1H-pyrrolo[3,2-c]pyridine-2-carboxamide N1(N=CC=C1)C1=CC=C(C=C1)C(=O)N1CCC(CC1)CCCCNC(=O)C1=CC=2C=NC=CC2N1